FC(C1(C=C(C=CC1(N)N)C1=CC=CC=C1)C(F)(F)F)(F)F 3,3-bistrifluoromethyl-4,4-biphenyldiamine